FC=1C=C2C(N(C=3N(C2=CC1)C(NN3)=S)CCNS(=O)(=O)C)=O N-(2-(7-fluoro-5-oxo-1-thioxo-1,2-dihydro-[1,2,4]triazolo[4,3-a]quinazolin-4(5H)-yl)ethyl)methanesulfonamide